2,4-dichloro-5-bromoisopropoxybenzene ClC1=C(C=C(C(=C1)Cl)Br)OC(C)C